C(C(CCCCCCCCC)O)O 1,2-undecanediol